(S)-1-amino-2-(1-methacryloylpyrrolidin-2-yl)-4-(4-((4-methoxypyridin-2-yl)carbamoyl)phenyl)-1H-imidazole-5-carboxamide NN1C(=NC(=C1C(=O)N)C1=CC=C(C=C1)C(NC1=NC=CC(=C1)OC)=O)[C@H]1N(CCC1)C(C(=C)C)=O